2-[3-(5-fluoro-6-methyl-2-pyridyl)-1H-pyrazol-4-yl]-7-(1H-pyrazol-4-yl)-1,5-naphthyridine FC=1C=CC(=NC1C)C1=NNC=C1C1=NC2=CC(=CN=C2C=C1)C=1C=NNC1